N-(5-bromo-6-methylpyridin-2-yl)-2-chloro-3-fluorobenzenesulfonamide BrC=1C=CC(=NC1C)NS(=O)(=O)C1=C(C(=CC=C1)F)Cl